cis-3-((4,4-dimethyl-3-oxopentan-2-yl)carbamoyl)cyclopentane-1-carboxylic acid CC(C(C(C)NC(=O)[C@H]1C[C@H](CC1)C(=O)O)=O)(C)C